Cl.FC(OC=1C=C(C=CC1)C(C)N)F 1-(3-(difluoromethoxy)phenyl)ethan-1-amine hydrochloride